2,2-dimethyl-9-hydroxymethyl-nonanoic acid CC(C(=O)O)(CCCCCCCCO)C